C(C)(=O)OC1=C(C=CC(=C1)Cl)Cl 2,5-dichlorophenol acetate